1-amino-2-methyl-9,10-anthracenedione NC1=C(C=CC=2C(C3=CC=CC=C3C(C12)=O)=O)C